3-(1-((6-bromopyridin-3-yl)methyl)benzimidazol-2-yl)-4-methyl-1,2,5-oxadiazole BrC1=CC=C(C=N1)CN1C(=NC2=C1C=CC=C2)C2=NON=C2C